CN(C1CCN(CC1)C(=O)C1=CC(=C(C=C1)NCC#CC=1N(C=2C=CC=C(C2C1)NC1CCN(CC1)C)CC(F)(F)F)OC)C 2-[3-({4-[4-(dimethylamino)piperidine-1-carbonyl]-2-methoxyphenyl}amino)prop-1-yn-1-yl]-N-(1-methylpiperidin-4-yl)-1-(2,2,2-trifluoroethyl)-1H-indol-4-amine